(R)-4-(4-(1-aminoethyl)phenyl)phthalazin-1(2H)-one hydrochloride Cl.N[C@H](C)C1=CC=C(C=C1)C1=NNC(C2=CC=CC=C12)=O